fluoro-5-(trifluoromethyl)pyrazine FC1=NC=C(N=C1)C(F)(F)F